2-(4-(3-isopropyl-2-(8-methyl-[1,2,4]triazolo[4,3-a]pyridin-6-yl)-1H-indol-5-yl)piperidin-1-yl)-N-methylacetamide C(C)(C)C1=C(NC2=CC=C(C=C12)C1CCN(CC1)CC(=O)NC)C=1C=C(C=2N(C1)C=NN2)C